4-{6-[2-(2,7-Dimethyl-benzo[b]thiophen-3-yl)-ethylamino]-pyrimidin-4-yl}-2-ethoxybenzoic acid CC1=C(C2=C(S1)C(=CC=C2)C)CCNC2=CC(=NC=N2)C2=CC(=C(C(=O)O)C=C2)OCC